4-(Aminomethyl)-7-(3,5-dimethylisoxazol-4-yl)-4-pyridin-2-yl-4,5-dihydroimidazo[1,5,4-de][1,4]benzoxazin-2(1H)-one bis(2,2,2-trifluoroacetate) FC(C(=O)O)(F)F.FC(C(=O)O)(F)F.NCC1(COC2=C3N1C(NC3=CC=C2C=2C(=NOC2C)C)=O)C2=NC=CC=C2